3-triethoxysilyl-1-propylthiobenzoate C(C)O[Si](C=1CC(C(=S)[O-])(C=CC1)CCC)(OCC)OCC